4-amino-N-(4-bromophenyl)benzenesulfonamide NC1=CC=C(C=C1)S(=O)(=O)NC1=CC=C(C=C1)Br